N-[4-(benzenesulfonyloxy)phenyl]-N'-[4-(p-ethylbenzenesulfonyloxy)phenyl]urea C1(=CC=CC=C1)S(=O)(=O)OC1=CC=C(C=C1)NC(=O)NC1=CC=C(C=C1)OS(=O)(=O)C1=CC=C(C=C1)CC